(5-chloro-4-pyrazolo[1,5-a]pyridin-3-ylpyrimidin-2-yl)-N'-(2-dimethylaminoethyl)-2-methoxy-N'-methyl-5-nitrobenzene-1,4-diamine ClC=1C(=NC(=NC1)C=1C(=C(C=C(C1N(C)CCN(C)C)[N+](=O)[O-])N)OC)C=1C=NN2C1C=CC=C2